(trans-3-methyltetrahydro-2H-pyran-4-yl)-7H-pyrrolo[2,3-d]pyrimidine-6-carbonitrile C[C@@H]1COCC[C@H]1C=1N=CC2=C(N1)NC(=C2)C#N